(S)-6-(1-(4-fluorophenyl)-3,4-dihydroisoquinolin-2(1H)-yl)-5-oxa-7-azaspiro[3.4]oct-6-en-2-ol FC1=CC=C(C=C1)[C@@H]1N(CCC2=CC=CC=C12)C=1OC2(CC(C2)O)CN1